dimethylaminopyridine CN(C)C1C=CN=CC=1